ClCC=1C(=NC(=NC1)C=1C(=NC=NC1OC)C1CC1)NCC1=CC=C(C=C1)C=1C=CC(N(N1)CC1=CC=C(C=C1)OC)=O 6-[4-[[[5-(chloromethyl)-2-(4-cyclopropyl-6-methoxy-pyrimidin-5-yl)pyrimidin-4-yl]amino]methyl]phenyl]-2-[(4-methoxyphenyl)methyl]pyridazin-3-one